COC=1N=C2C(=CC=NC2=CC1OC)OC1=C(C=C(C=C1)NC(=O)C=1C(=NC(=C(C(=O)O)C1O)C)C)F 5-((4-((6,7-dimethoxy-1,5-naphthyridin-4-yl)oxy)-3-fluorophenyl)carbamoyl)-4-hydroxy-2,6-dimethylnicotinic acid